NC1=NC=CC=C1C1=NC=2C(=NC(=CC2)C=2C=NC=CC2)N1C1=CC=C(CNC(=O)C=2C=C(C=CC2)CC(=O)OC)C=C1 methyl 2-(3-((4-(2-(2-aminopyridin-3-yl)-5-(pyridin-3-yl)-3H-imidazo[4,5-b]pyridin-3-yl)benzyl)carbamoyl)phenyl)acetate